C(C=C)(=O)N1[C@H](CN(CC1)C1=NC(=NC=2C[C@@]3(CCC12)C=C(C1=C(C=CC=C13)Cl)C)OCC13CCCN3CCC1)CC#N 2-((S)-1-acryloyl-4-((S)-4-chloro-3-methyl-2'-((tetrahydro-1H-pyrrolizin-7a(5H)-yl)methoxy)-5',8'-dihydro-6'H-spiro[indene-1,7'-quinazolin]-4'-yl)piperazin-2-yl)acetonitrile